ClC1=C(C=CC(=C1)Cl)[C@@H](C)NC1=NC(=NC=C1F)N1C[C@H]([C@H](CC1)NC(=O)[C@@H]1NCCC1)O (R)-N-((3R,4S)-1-(4-(((R)-1-(2,4-dichlorophenyl)ethyl)amino)-5-fluoropyrimidin-2-yl)-3-hydroxypiperidin-4-yl)pyrrolidine-2-carboxamide